BrC1=NN(C(=C1)C(=O)Cl)C1=NC=CC=C1Cl 3-bromo-1-(3-chloro-2-pyridinyl)-1H-pyrazole-5-carboxylic acid chloride